NC1=CC=C(C=N1)C=CC(=O)NCC=1OC2=C(C1)C=C(C=C2C2=CC=C(C=C2)F)C2=CC=C(C=C2)S(=O)(=O)CC 3-(6-aminopyridin-3-yl)-N-((5-(4-(ethylsulfonyl)phenyl)-7-(4-fluorophenyl)benzofuran-2-yl)methyl)acrylamide